perfluorophenyl 2-(7-chloroimidazo[1,5-a]pyridin-1-yl)acetate ClC1=CC=2N(C=C1)C=NC2CC(=O)OC2=C(C(=C(C(=C2F)F)F)F)F